F[C@H]1CN(CC[C@H]1OCCOC)C1=NC=CC(=N1)NC=1N=CC2=C(C=C(C(=C2C1)C(C)C)NC(C=C)=O)N1[C@@H]([C@H](C1)CS(=O)(=O)C)C N-(3-((2-((3S,4R)-3-fluoro-4-(2-methoxyethoxy)piperidin-1-yl)pyrimidin-4-yl)amino)-5-isopropyl-8-((2R,3S)-2-methyl-3-((methylsulfonyl)methyl)azetidin-1-yl)isoquinolin-6-yl)acrylamide